4-(4-((1R,5S)-3,8-diazabicyclo[3.2.1]octan-8-yl)-6,8-difluoro-2-(((2R,7aS)-2-fluorotetrahydro-1H-pyrrolizin-7a(5H)-yl)methoxy)quinazolin-7-yl)naphthalen-2-ol [C@H]12CNC[C@H](CC1)N2C2=NC(=NC1=C(C(=C(C=C21)F)C2=CC(=CC1=CC=CC=C21)O)F)OC[C@]21CCCN1C[C@@H](C2)F